FC1=C(C=CC(=C1)OC(F)(F)F)C=1C(=NC(=NC1)NC[C@@H]1N(CCC1)C(=O)OC(C)(C)C)C tert-butyl (R)-2-(((5-(2-fluoro-4-(trifluoromethoxy)phenyl)-4-methyl-pyrimidin-2-yl)amino)methyl)pyrrolidine-1-carboxylate